1-hydroxy-2,3-dimethoxy-7-methylanthraquinone OC1=C(C(=CC=2C(C3=CC=C(C=C3C(C12)=O)C)=O)OC)OC